1-(2,5-Difluorophenyl)-3-((4-methoxybenzyl)oxy)-2,2-dimethyl-N-(2-nitrobenzylidene)propane-1-amine FC1=C(C=C(C=C1)F)C(C(COCC1=CC=C(C=C1)OC)(C)C)N=CC1=C(C=CC=C1)[N+](=O)[O-]